tert-butyl (2S,4S)-2-(2-amino-2-oxoethyl)-4-(7-bromo-8-cyano-4-(3-(dimethylamino)azetidin-1-yl)-6-fluoro-1H-[1,2,3]triazolo[4,5-c]quinolin-1-yl)piperidine-1-carboxylate NC(C[C@H]1N(CC[C@@H](C1)N1N=NC=2C(=NC=3C(=C(C(=CC3C21)C#N)Br)F)N2CC(C2)N(C)C)C(=O)OC(C)(C)C)=O